1-(4-((5-(3-fluoroimidazo[1,2-a]pyridin-6-yl)-7H-pyrrolo[2,3-d]pyrimidin-2-yl)amino)piperidin-1-yl)ethan-1-one FC1=CN=C2N1C=C(C=C2)C2=CNC=1N=C(N=CC12)NC1CCN(CC1)C(C)=O